Acetylcholine fluoride [F-].C(C)(=O)OCC[N+](C)(C)C